C(C)OC1=C(C=CC(=C1F)F)[C@@H]1[C@@H](O[C@]([C@@H]1C)(C(F)(F)F)C)C(=O)NC1=CC(=[N+](C=C1)[O-])C(=O)N (2R,3R,4R,5R)-4-[[3-(2-Ethoxy-3,4-difluoro-phenyl)-4,5-dimethyl-5-(trifluoromethyl)tetrahydrofuran-2-carbonyl]amino]-1-oxido-pyridin-1-ium-2-carboxamid